(4R,5R,E)-4-chloro-5-hydroxy-N-isobutyl-dec-2-enamide Cl[C@H](/C=C/C(=O)NCC(C)C)[C@@H](CCCCC)O